O=C1N(CC=2C=NC(=CC21)OCCC)CCNC(OCC2=CC=CC=C2)=O benzyl N-(2-{1-oxo-6-propoxy-1H,2H,3H-pyrrolo[3,4-c]pyridin-2-yl}ethyl)carbamate